(1S,3S)-1-methyl-2,3,4,9-tetrahydropyrido[3,4-b]indole-3-formic acid C[C@@H]1N[C@@H](CC2=C1NC1=CC=CC=C21)C(=O)O